ClC=1C=C(C(=NC1)NCCO)C=1C=NN(C1)C 2-((5-chloro-3-(1-methyl-1H-pyrazol-4-yl)pyridin-2-yl)amino)ethan-1-ol